2-(4-(((5-fluoro-6-(3-(5-(trifluoromethyl)pyridin-2-yl)morpholino)pyrimidin-4-yl)amino)methyl)piperidin-1-yl)acetamide FC=1C(=NC=NC1N1C(COCC1)C1=NC=C(C=C1)C(F)(F)F)NCC1CCN(CC1)CC(=O)N